OC=1C=CC2=C(OCO2)C1 6-hydroxybenzo[1,3]dioxol